C(C)(C)(C)OC(=O)N1[C@@H](CC(C1)O)C(=O)O N-(tert-butoxycarbonyl)-4-hydroxyproline